C(C1=CC=CC=C1)N[C@@H]([C@H](C)O[C@@H](C(=O)O)C)CO[Si](C1=CC=CC=C1)(C1=CC=CC=C1)C(C)(C)C (R)-2-(((2S,3R)-3-(Benzylamino)-4-((tert-butyldiphenylsilyl)oxy)butan-2-yl)oxy)propanoic acid